N-(4-(4-(2-methoxyethyl)piperidin-1-yl)pyridin-2-yl)-5-(1H-pyrazol-4-yl)thiazolo[5,4-b]pyridin-2-amine COCCC1CCN(CC1)C1=CC(=NC=C1)NC=1SC2=NC(=CC=C2N1)C=1C=NNC1